2-(3,5-dimethyl-1H-pyrazol-1-yl)-7-methyl-N-(3-trifluoromethylphenyl)-7H-pyrrolo[2,3-d]pyrimidin-4-amine CC1=NN(C(=C1)C)C=1N=C(C2=C(N1)N(C=C2)C)NC2=CC(=CC=C2)C(F)(F)F